COC1=CC=C(CN2CC3(OC4=C(C2)N=C(C=C4)N)CC3)C=C1 4'-(4-methoxybenzyl)-4',5'-dihydro-3'H-spiro[cyclopropane-1,2'-pyrido[2,3-f][1,4]oxazepine]-7'-amine